The molecule is a peroxide-bridged anthracene substituted at the bridgeheads with methyl and carboxyethyl groups. It has a role as a hapten. It is a member of anthracenes, an organic peroxide and a monocarboxylic acid. CC12C3=CC=CC=C3C(C4=CC=CC=C41)(OO2)CCC(=O)O